trans-1,4-cyclohexyldiamine C1CC(CCC1N)N